C[N+](CC)(CC1=CC=CC=C1)[O-] N-methyl-N-ethyl-benzylamine oxide